dimethyl-3-ammonio-1-propanesulfonate CC(CC[NH3+])(S(=O)(=O)[O-])C